C(C)(C)(C)OC(=O)N1CC(N(CC1)C1=CC=C(C=C1)O)CO 3-(hydroxymethyl)-4-(4-hydroxyphenyl)piperazine-1-carboxylic acid tert-butyl ester